C(C(C)C)C=1C=CC(=C(C1)N1CCN(CC1)CC=1N=C2N(C(C1)=O)C=CC=C2)C=2N=NNN2 2-[[4-[5-isobutyl-2-(2H-tetrazol-5-yl)-phenyl]piperazin-1-yl]methyl]pyrido-[1,2-a]pyrimidin-4-one